OC1=CC=C2C(C(COC2=C1)C1=CC=CC=C1)C1=CC=C(C=C1)N1CCC(CC1)N1CCN(CC1)CC1=CC=C(N=N1)N1C(NC(CC1)=O)=O 1-(6-((4-(1-(4-(7-hydroxy-3-phenylchroman-4-yl)phenyl)piperidin-4-yl)piperazin-1-yl)methyl)pyridazin-3-yl)dihydropyrimidine-2,4(1H,3H)-dione